1-[3-(trifluoromethyl)phenyl]ethylamine FC(C=1C=C(C=CC1)C(C)N)(F)F